2-(4-bromo-1-naphthalenyl)-4,6-diphenyl[1,3,5]triazine BrC1=CC=C(C2=CC=CC=C12)C1=NC(=NC(=N1)C1=CC=CC=C1)C1=CC=CC=C1